C(=C)P([O-])([O-])=O vinylphosphonate